C(C)(C)(C)P([C-]1C=CC=C1)C1=NC=CC=C1.[C-]1(C=CC=C1)P(C1=NC=CC=C1)C(C)(C)C.[Fe+2] 1,1'-di(tert-butylpyridinylphosphino)-ferrocene